[C@H]12CC(C[C@H](CC1)N2)N(C=2N=CC(=NC2)C2=C(C=C(C=C2)N2C=NC=C2)O)C 2-(5-(((1R,3s,5S)-8-azabicyclo[3.2.1]octan-3-yl)(methyl)amino)pyrazin-2-yl)-5-(1H-imidazol-1-yl)phenol